methyl 5-amino-8-(5,5-dimethyl-1,3-dioxan-2-yl)imidazo[1,5-a]pyridine-6-carboxylate NC1=C(C=C(C=2N1C=NC2)C2OCC(CO2)(C)C)C(=O)OC